(2r,3as,6s,6ar)-6-((tert-butyldiphenylsilyl)oxy)-2-(4-chloro-7H-pyrrolo[2,3-d]pyrimidin-7-yl)-6a-methylhexahydro-2H-cyclopenta[b]furan-3,3a-diol [Si](C1=CC=CC=C1)(C1=CC=CC=C1)(C(C)(C)C)O[C@H]1CC[C@]2([C@@]1(O[C@H](C2O)N2C=CC1=C2N=CN=C1Cl)C)O